tert-butyl(((5R,8R,9S,10S,13S,14S)-3-butyl-10,13-dimethylhexadecahydro-1H-cyclopenta[a]phenanthren-17-yl)oxy)dimethylsilane C(C)(C)(C)[Si](C)(C)OC1CC[C@H]2[C@@H]3CC[C@@H]4CC(CC[C@@]4([C@H]3CC[C@]12C)C)CCCC